BrC=1C=C2C(=NC=NC2=CC1)N[C@H](C(=O)NC(C)C)C (S)-2-((6-bromoquinazolin-4-yl)amino)-N-isopropyl-propionamide